O(P(O)(=O)OP(=O)(O)OP(=O)(O)O)CC1(OC(C(C1O)(O)C#C)N1C=C(C2=C1N=CN=C2N)C(N)=O)F (5-(4-amino-5-carbamoyl-7H-pyrrolo[2,3-d]pyrimidin-7-yl)-4-ethynyl-2-fluoro-3,4-dihydroxytetrahydrofuran-2-yl)methyl tetrahydrogen triphosphate